(S)-4-(5-((2-chloro-6-fluorophenyl)amino)-6-fluoro-1H-indazol-1-yl)-N-(tetrahydrofuran-3-yl)thiophene-2-carboxamide ClC1=C(C(=CC=C1)F)NC=1C=C2C=NN(C2=CC1F)C=1C=C(SC1)C(=O)N[C@@H]1COCC1